(4-(2-chloro-5-fluorophenyl)piperidin-1-yl)methanone ClC1=C(C=C(C=C1)F)C1CCN(CC1)C=O